BrCC1=CC=C(C=C1)/C=C/C(=O)C1=CC=CC=C1 (E)-3-[4-(bromomethyl)phenyl]-1-phenylpropan-2-en-1-one